C1(CC1)[C@H](C1=CC2=C(NC(=N2)[C@H](CC(C(F)(F)F)(C)C)NC(=O)C2=NON=C2C)C=C1)NC(CCC(F)(F)F)=O |o1:3,11| N-((S*)-1-(5-((R*)-Cyclopropyl(4,4,4-trifluorobutanamido)methyl)-1H-benzo[d]imidazol-2-yl)-4,4,4-trifluoro-3,3-dimethylbutyl)-4-methyl-1,2,5-oxadiazole-3-carboxamide